C(C)C(C(=O)[O-])(C(C)=O)C(C)=O.C(C)(C)O[Ti+2]OC(C)C.C(C)C(C(=O)[O-])(C(C)=O)C(C)=O diisopropoxytitanium (ethyl diacetylacetate)